C1(CC1)C(=O)OC1=CC(C)=CC=C1C(C)C thymyl cyclopropanecarboxylate